BrC1=CC=C(C=C1)C1=NN=C(N1CC1=CC=C(C=C1)OC)C 3-(4-bromophenyl)-4-[(4-methoxyphenyl)methyl]-5-methyl-1,2,4-triazole